tert-butyl 4-((4-(benzylthio)phenyl)sulfonyl)piperazine-1-carboxylate C(C1=CC=CC=C1)SC1=CC=C(C=C1)S(=O)(=O)N1CCN(CC1)C(=O)OC(C)(C)C